C(CCNCCCN)C(CCN)N 1,N1'-(1,3-propylene)bis(1,3-propanediamine)